ClC1=NC=NC=C1OC1=C(C=C(C=C1)F)C1=C(C=NN1C(C)C)Cl 4-chloro-5-{2-[4-chloro-1-(propan-2-yl)-1H-pyrazol-5-yl]-4-fluorophenoxy}pyrimidine